FC(C1=CC=C(C=C1)S(=O)(=O)CC1=CC=CC=C1)(F)F (((4-(trifluoromethyl)phenyl)sulfonyl)methyl)benzene